N-(4-biphenylyl)-1-naphthylamine C1(=CC=C(C=C1)NC1=CC=CC2=CC=CC=C12)C1=CC=CC=C1